cinnamic acid compound with thionyl chloride S(=O)(Cl)Cl.C(C=CC1=CC=CC=C1)(=O)O